(2S,3R,4R)-4-((S)-2-amino-3,3-dimethylbutanamido)-3-(3-boronopropyl)pyrrolidine-2-carboxylic acid N[C@H](C(=O)N[C@@H]1[C@H]([C@H](NC1)C(=O)O)CCCB(O)O)C(C)(C)C